4-(methyl-(2-methyl-4-quinazolinyl)amino)phenoxypyrazine-2-amide CN(C1=CC=C(OC=2C(=NC=CN2)C(=O)N)C=C1)C1=NC(=NC2=CC=CC=C12)C